8-(2-fluoro-4-iodoanilino)-2-(2-hydroxyethoxy)-3,4-dihydro-2,6-naphthyridin-1(2H)-one FC1=C(NC=2C=NC=C3CCN(C(C23)=O)OCCO)C=CC(=C1)I